(4-ethynyl-1H-pyrazol-1-yl)-N,N-dimethylpropan-1-amine C(#C)C=1C=NN(C1)C(CC)N(C)C